C(CCCCCCCCCCCCCCCCC)(=O)OC(C(O)C)=O.[Na] sodium stearoyllactate